O=C1NC(CCC1N1C(C2=CC=C(C=C2C1)CN1N=CC(=C1C1=CC=CC=C1)C)=O)=O N-((2-(2,6-dioxopiperidin-3-yl)-1-oxoisoindolin-5-yl)methyl)-4-methyl-5-phenyl-1H-pyrazole